(3-chloro-4-fluorophenyl)(3,3-difluorocyclopentyl)(5-methyl-4-(methylsulfonyl)-1-((2-(trimethylsilyl)eth-oxy)methyl)-1H-imidazol-2-yl)methanol ClC=1C=C(C=CC1F)C(O)(C=1N(C(=C(N1)S(=O)(=O)C)C)COCC[Si](C)(C)C)C1CC(CC1)(F)F